[P+3].O1C(CCC1)CN1C=[N+](C=C1)CC1OCCC1 1,3-bis[(oxacyclopent-2-yl)methyl]imidazolium phosphorus